(S)-3,3-difluoro-4-(4-(2-fluoro-4-nitrophenyl)piperazin-1-yl)piperidine FC1(CNCC[C@@H]1N1CCN(CC1)C1=C(C=C(C=C1)[N+](=O)[O-])F)F